3-amino-3-methyl-2-butanol NC(C(C)O)(C)C